(3-cyano-6-methyl-4-(trifluoromethyl)pyridin-2-yl)-L-proline C(#N)C=1C(=NC(=CC1C(F)(F)F)C)N1[C@@H](CCC1)C(=O)O